4-methyl-4-(4-methyl-2H-1,2,3-triazole-2-yl)-3-oxo-valeronitrile CC(C(CC#N)=O)(C)N1N=CC(=N1)C